BrCCN1C(C(C2=CC=CC=C12)=O)=O (2-bromoethyl)indoline-2,3-dione